1-(azetidin-1-yl)-2-[3-(1-{[6-(1,3-benzothiazol-6-yl)-2-methylpyrimidin-4-yl]amino}ethyl)phenoxy]ethan-one N1(CCC1)C(COC1=CC(=CC=C1)C(C)NC1=NC(=NC(=C1)C1=CC2=C(N=CS2)C=C1)C)=O